ClC1=CC(=C(C=C1)NC(CSC=1NC=C(N1)C(=O)O)=O)F 2-((2-((4-chloro-2-fluorophenyl)amino)-2-oxoethyl)thio)-1H-imidazole-4-carboxylic acid